C(C1=CC=CC=C1)OC=1C=CC(=NC1)N1CCN(CC1)C(=O)OC(C)(C)C Tert-butyl 4-(5-(benzyloxy)pyridin-2-yl)piperazine-1-carboxylate